ClC=1C=CC2=C(NC3=C(N(C2=O)C2=C(C=CC=C2)C)C=CC(=C3)OC)C1 3-chloro-7-methoxy-10-tolyl-5,10-dihydro-11H-dibenzo[b,e][1,4]diazepin-11-one